bromo-(5-imidazolyl)propionic acid BrC(C(=O)O)(C)C1=CN=CN1